FC1(CCC(CC1)[C@H](NC(=O)C1=CC=NN1CC)C=1OC2=C(N1)C=C(C=C2)[C@H](COC)NC(CCC(F)(F)F)=O)F |o1:27| N-((1S)-(4,4-difluorocyclohexyl)(5-((R or S)-2-methoxy-1-(4,4,4-trifluoro-butanamido)ethyl)benzo[d]oxazol-2-yl)methyl)-1-ethyl-1H-pyrazole-5-carboxamide